C1(=CC=CC=C1)S(=O)(=O)NC(C1=C(C=CC=C1)C(=O)N1CCC(CC1)C1=C(C=CC=C1)C(F)(F)F)=O N-(phenylsulfonyl)-2-(4-(2-(trifluoromethyl)phenyl)piperidine-1-carbonyl)benzamide